5-(chloromethyl)-3-((1R,5S,6r)-3-(3-chlorophenyl)-3-azabicyclo[3.1.0]hexane-6-yl)-1,2,4-oxadiazole ClCC1=NC(=NO1)C1[C@H]2CN(C[C@@H]12)C1=CC(=CC=C1)Cl